3,6-bis(5-formylthiophen-2-yl)-2,5-bis(2-ethylhexyl)pyrrolo[3,4-c]pyrrole-1,4(2H,5H)-dione C(=O)C1=CC=C(S1)C=1N(C(C2=C(N(C(C21)=O)CC(CCCC)CC)C=2SC(=CC2)C=O)=O)CC(CCCC)CC